2-Chloro-6-isopropyl-7H-pyrrolo[3,4-b]pyridin-5-one ClC1=CC=C2C(=N1)CN(C2=O)C(C)C